ClC1=C(C(=C(C(=O)O)C(=C1F)F)F)F 4-chloro-2,3,5,6-tetrafluorobenzoic acid